tert-butyl 4-((2R,5S)-5-(4-chlorobenzyl)-2-((difluoromethoxy)methyl)morpholino)-piperidine-1-carboxylate ClC1=CC=C(C[C@@H]2N(C[C@@H](OC2)COC(F)F)C2CCN(CC2)C(=O)OC(C)(C)C)C=C1